(1s,4s)-4-(((6-(2-chloro-3-(3-chloro-2-(4-((((1r,4r)-4-hydroxycyclohexyl)amino)methyl)-3-methoxyphenyl)pyridin-4-yl)phenyl)-2-methoxypyridin-3-yl)methyl)amino)cyclohexan-1-ol ClC1=C(C=CC=C1C1=C(C(=NC=C1)C1=CC(=C(C=C1)CNC1CCC(CC1)O)OC)Cl)C1=CC=C(C(=N1)OC)CNC1CCC(CC1)O